CNC=1C=2C=CC=NC2C(=CC1[N+](=O)[O-])C(F)(F)F N-methyl-6-nitro-8-(trifluoromethyl)quinolin-5-amine